(5S,8R)-N-(5-chloro-2-fluorophenyl)-6,7,8,9-tetrahydro-5H-5,8-epiminocyclohepta[d]-pyrimidine-10-carboxamide ClC=1C=CC(=C(C1)NC(=O)N1[C@H]2CC[C@@H]1CC=1N=CN=CC12)F